trans-N-(3-(1-(2-fluoroethyl)-1H-pyrazol-4-yl)phenyl)-4-hydroxy-N-((trans-4-(4-methoxy-3-methylphenyl)cyclohexyl)methyl)cyclohexanecarboxamide FCCN1N=CC(=C1)C=1C=C(C=CC1)N(C(=O)[C@@H]1CC[C@H](CC1)O)C[C@@H]1CC[C@H](CC1)C1=CC(=C(C=C1)OC)C